1-Octenylsuccinic anhydride CCCCCC/C=C/C1CC(=O)OC1=O